4-(4-methylpiperazin-1-yl)-7H-pyrrolo[2,3-d]Pyrimidine CN1CCN(CC1)C=1C2=C(N=CN1)NC=C2